(1R,2S)-N-(4-(2,6-dimethoxyphenyl)-5-(5-methyl-3-pyridinyl)-4H-1,2,4-triazol-3-yl)-1-methoxy-1-(5-methyl-2-pyrimidinyl)-2-propanesulfonamide COC1=C(C(=CC=C1)OC)N1C(=NN=C1C=1C=NC=C(C1)C)NS(=O)(=O)[C@H]([C@@H](C1=NC=C(C=N1)C)OC)C